C(C)O[Si](OCC)(OCC)CCCCCCSSSSCCCCCC[Si](OCC)(OCC)OCC bis(triethoxysilylhexyl)tetrasulfide